CC1=C(SC(=C1)C1=CC=C2CCCNC2=C1)C(=O)N1C[C@H](CC1)NC(OC(C)(C)C)=O tert-butyl (S)-(1-(3-methyl-5-(1,2,3,4-tetrahydroquinolin-7-yl)thiophene-2-carbonyl)pyrrolidin-3-yl)carbamate